2-(2,3-epoxypropyloxypropyl)-2,4,6,8-tetramethyl-cyclotetrasiloxane C(CC)OC1C(C[Si]2(O[SiH](O[SiH](O[SiH](O2)C)C)C)C)O1